3,4-Dihydro-2H-1-benzopyrane O1CCCC2=C1C=CC=C2